4-hydroxy-4-methoxy-phenyl-methane OC1(CC=C(C=C1)C)OC